FC1=C(C=CC=C1)C1CN(CC12CCC2)C(=O)C=2NC(N(N2)C)=O 5-[8-(2-fluorophenyl)-6-azaspiro[3.4]octane-6-carbonyl]-2-methyl-4H-1,2,4-triazol-3-one